acetonitrile platinum dichloride [Pt](Cl)Cl.C(C)#N